CC(C)CC(CC=C)C 2,4-dimethyl-6-heptene